CC(CCN1C(N(CC1)C1=CC=C2C(NS(C3=CC=CC(NCCCC4CCC(N4C2=N1)(C)C)=N3)(=O)=O)=O)=O)(C)C 8-[3-(3,3-dimethylbutyl)-2-oxoimidazolidin-1-yl]-12,12-dimethyl-2λ6-thia-3,9,11,19,24-pentaazatetracyclo[18.3.1.05,10.011,15]tetracosa-1(23),5,7,9,20(24),21-hexaene-2,2,4-trione